Ethyl 1-(5-(Benzylcarbamoyl)pyridin-2-yl)-1H-pyrazole-4-carboxylate C(C1=CC=CC=C1)NC(=O)C=1C=CC(=NC1)N1N=CC(=C1)C(=O)OCC